FC1=C2C=CNC2=CC(=C1OC=1C=CC(=C(C1)C=1NC(=CN1)C(C)(C)C=1C(=C(C=CC1)CCC(=O)O)F)F)F 3-(3-(2-(2-(5-((4,6-difluoro-1H-indol-5-yl)oxy)-2-fluorophenyl)-1H-imidazol-5-yl)propan-2-yl)-2-fluorophenyl)propanoic acid